FC1=NC(=CC(=C1)N(C=1SC(=C(N1)C(=O)N[C@@H]1C(CC1)(C)C)C)C(=O)C1COC1)F 2-[(2,6-difluoro-4-pyridyl)-(oxetane-3-carbonyl)amino]-N-[(1S)-2,2-dimethylcyclobutyl]-5-methyl-thiazole-4-carboxamide